SCC(C(=O)OCCCCOC(C(CS)C)=O)C butylene glycol bis(3-mercaptoisobutyrate)